C1=CC(=C(C=C1Cl)Cl)C(CN2C=NC=N2)COC(C(F)F)(F)F The molecule is a member of the class of triazoles that is 1,2,4-triazole substituted at position 1 by a 2-(2,4-dichlorophenyl)-3-(1,1,2,2-tetrafluoroethoxy)propyl group. It is a member of triazoles, a dichlorobenzene, an ether and an organofluorine compound.